C(C)(=O)OC1=C2C3=C(C(OC2=CC(=C1)CCCCC)(C)C)C=CC(=C3)C 1-acetoxy-6,6,9-trimethyl-3-pentyl-benzo[c]chromene